2-(n-decylthio)ethylamine hydrochloride Cl.C(CCCCCCCCC)SCCN